1-(5-(phenyloxy)-2,2-dimethyl-2H-chromen-6-yl)-3-(3,4-bis(phenyloxy)phenyl)propan-1-one C1(=CC=CC=C1)OC1=C2C=CC(OC2=CC=C1C(CCC1=CC(=C(C=C1)OC1=CC=CC=C1)OC1=CC=CC=C1)=O)(C)C